3-(6-oxo-1'-((tetrahydro-2H-pyran-4-yl)methyl)-6,8-dihydro-2H,7H-spiro[furo[2,3-e]isoindole-3,4'-piperidin]-7-yl)piperidine-2,6-dione O=C1N(CC2=C3C(=CC=C12)C1(CCN(CC1)CC1CCOCC1)CO3)C3C(NC(CC3)=O)=O